(2S,4R)-4-(difluoromethoxy)-1-((4-(4-fluoro-2-methylphenoxy)benzoyl)glycyl)-N-((1-(phenylsulfonyl)-1H-pyrrolo[3,2-c]pyridin-2-yl)methyl)pyrrolidine-2-carboxamide FC(O[C@@H]1C[C@H](N(C1)C(CNC(C1=CC=C(C=C1)OC1=C(C=C(C=C1)F)C)=O)=O)C(=O)NCC1=CC=2C=NC=CC2N1S(=O)(=O)C1=CC=CC=C1)F